FC1=CC=C(C=C1)C1=CC(=C(C=N1)C=1CN(CC1)C(=O)OC(C)(C)C)C1=NN(C=C1)CC1=CC(=CC=C1)C(NC)=O tert-butyl 3-(6-(4-fluorophenyl)-4-(1-(3-(methylcarbamoyl)benzyl)-1H-pyrazol-3-yl)pyridin-3-yl)-2,5-dihydro-1H-pyrrole-1-carboxylate